BrC=1C=CC=2C(=NC=C3C=CC(N(C23)C2=CC(=CC(=C2)[N+](=O)[O-])C)=O)C1 8-Bromo-1-(3-methyl-5-nitrophenyl)benzo[h][1,6]naphthyridin-2(1H)-one